N-(4-(2-(((1r,4r)-4-(Dimethylamino)cyclohexyl)amino)-8-isopropyl-7-oxo-7,8-dihydropyrido[2,3-d]pyrimidin-6-yl)-2-fluorophenyl)cyclopentanesulfonamide hydrochloride Cl.CN(C1CCC(CC1)NC=1N=CC2=C(N1)N(C(C(=C2)C2=CC(=C(C=C2)NS(=O)(=O)C2CCCC2)F)=O)C(C)C)C